ClC1=C(C(=O)N[C@@H](C(=O)N[C@@H](CCCC2=CC=CC=C2)B(O)O)COC)C=C(C=C1)Cl ((R)-1-((R)-2-(2,5-dichlorobenzamido)-3-methoxypropanamido)-4-phenylbutyl)boronic acid